N[C@H]([C@@H]([C@H](C=O)O)O)CO 4-amino-4-deoxy-L-arabinose